2-bromo-1-(thien-3-yl)ethan-1-one BrCC(=O)C1=CSC=C1